(S)-N-((S)-1-(4-(2-amino-4-nitrophenyl)pyridin-2-yl)but-3-enyl)-2-methylpropan-2-sulfinamide NC1=C(C=CC(=C1)[N+](=O)[O-])C1=CC(=NC=C1)[C@H](CC=C)N[S@@](=O)C(C)(C)C